6-chloro-8-(6-isopropoxy-5-(pyrrolidine-1-carbonyl)pyridin-2-ylamino)imidazo[1,2-b]pyridazine-3-carbonitrile ClC=1C=C(C=2N(N1)C(=CN2)C#N)NC2=NC(=C(C=C2)C(=O)N2CCCC2)OC(C)C